6-(3,5-difluoroanilino)-N-(3-methylthietan-3-yl)-[1,3]dioxolo[4,5-c]pyridine-4-carboxamide FC=1C=C(NC2=CC3=C(C(=N2)C(=O)NC2(CSC2)C)OCO3)C=C(C1)F